COC[C@H](C(C)(C)C)N1C=NC=2C=NC=3C=CC=CC3C21 1-[(1S)-1-(methoxymethyl)-2,2-dimethyl-propyl]imidazo[4,5-c]quinoline